C(C)(C)(C)OC(=O)N1CC2=CC(=NC=C2CC1)COS(=O)(=O)C 7-(((methylsulfonyl)oxy)methyl)-3,4-dihydro-2,6-naphthyridine-2(1H)-carboxylic acid tert-butyl ester